8-(2-fluorophenyl)-N2-(4-(piperazin-1-yl)phenyl)quinazoline-2,4-diamine FC1=C(C=CC=C1)C=1C=CC=C2C(=NC(=NC12)NC1=CC=C(C=C1)N1CCNCC1)N